rac-6-(4-(((3-Oxo-4-(trifluoromethyl)-3,5,6,7-tetrahydro-2H-cyclopenta[c]pyridazin-7-yl)methyl)-D-alanyl)piperazin-1-yl)nicotinonitrile O=C1C(=C2C(=NN1)[C@H](CC2)CN[C@H](C)C(=O)N2CCN(CC2)C2=NC=C(C#N)C=C2)C(F)(F)F |&1:7|